FC(C=1C=C(C=CC1F)C=1C=C2C(=NC1)C=NN2CC(=O)N2CC(C2)(F)CC)F 2-[6-[3-(Difluoromethyl)-4-fluoro-phenyl]pyrazolo[4,3-b]pyridin-1-yl]-1-(3-ethyl-3-fluoro-azetidin-1-yl)ethanone